C1(=CC=CC=C1)CO[Si](OC)(OC)CCCN phenyl-γ-aminopropyltrimethoxysilane